(tert-Butoxycarbonylaminoethyl)-5-(2-fluorophenyl)-1H-indole-4,7-dione C(C)(C)(C)OC(=O)NCCN1C=CC=2C(C(=CC(C12)=O)C1=C(C=CC=C1)F)=O